FC(CC1=CC=C(C=C1)[C@H](C)[NH-])(F)F (S)-N-(1-(p-trifluoroethylphenyl)ethyl)-amide